[I-].C(C(C)C)C1=C(C=CC=C1)P(C1=CC=CC=C1)C1=CC=CC=C1 isobutyltriphenyl-phosphine iodide